3,5-dimethyl-2-[2-(4-oxa-7-azaspiro[2.5]octan-7-yl)-[1,2,4]triazolo[1,5-a]pyrimidin-5-yl]phenol CC=1C(=C(C=C(C1)C)O)C1=NC=2N(C=C1)N=C(N2)N2CCOC1(CC1)C2